NC=1C(=C(C=C2C=C(N=CC12)NC(=O)[C@H]1[C@H](C1)CN(C)C)C=1C=NC=CC1C)F (1R,2S)-N-[8-amino-7-fluoro-6-(4-methylpyridin-3-yl)isoquinolin-3-yl]-2-[(dimethylamino)methyl]cyclopropane-1-carboxamide